BrC1=C2C=C(N(C2=CC=C1)C1CCN(CC1)C(=O)OC(C)(C)C)C tert-butyl 4-(4-bromo-2-methyl-1H-indol-1-yl)piperidine-1-carboxylate